5-((S)-2,2-dimethyltetrahydro-2H-pyran-4-yl)-7-methoxy-1-((1S,2S)-2-((2-methoxyethoxy)methyl)-1-(5-carbonyl-4,5-dihydro-1,2,4-oxadiazol-3-yl)cyclopropyl)-1H-indole-2-carboxylic acid CC1(OCC[C@@H](C1)C=1C=C2C=C(N(C2=C(C1)OC)[C@@]1([C@H](C1)COCCOC)C1=NOC(N1)=C=O)C(=O)O)C